OC=1C=C(C=C2C(=CC(O2)=O)C2=CC=C(C=C2)OC)C=CC1O (3,4-dihydroxybenzylidene)-4-(4-methoxyphenyl)furan-2(5H)-one